{1-{1-[(5-methyl-2-thienyl)carbonyl]piperidin-4-yl}-3-[4-(7H-pyrrolo[2,3-d]pyrimidin-4-yl)-1H-pyrazol-1-yl]azetidin-3-yl}acetonitrile CC1=CC=C(S1)C(=O)N1CCC(CC1)N1CC(C1)(N1N=CC(=C1)C=1C2=C(N=CN1)NC=C2)CC#N